C[C@H]1OC2=C(C(=NC(=C2)SC)C2=CNC3=CN=C(C=C32)NC(C)=O)OC1 (R)-N-(3-(2-methyl-7-(methylthio)-2,3-dihydro-[1,4]dioxino[2,3-c]pyridin-5-yl)-1H-pyrrolo[2,3-c]pyridin-5-yl)acetamide